5-fluoro-N'-hydroxypyridineformamidine FC=1C=CC(=NC1)C(=NO)N